NC=1C=C(C(=O)OCC)C=C(C1)F ethyl 3-amino-5-fluorobenzoate